C(=O)(OCC1C2=CC=CC=C2C2=CC=CC=C12)N([C@@H](CCCNC(N)=N)C(=O)O)S(=O)(=O)C=1C=2C(CC(OC2C=C(C1C)C)(C)C)C Fmoc-N-(2,2,4,6,7-pentamethylchroman-5-Sulfonyl)-L-arginine